COC(CC1=NC2=C(N1C(=O)OC(C)(C)C)C=CC=C2)=O tert-butyl 2-(2-methoxy-2-oxoethyl)-1H-1,3-benzoDiazole-1-carboxylate